CS(=O)(=O)OCCOCCNC1=C2C(N(C(C2=CC=C1)=O)C1C(NC(CC1)=O)=O)=O 2-{2-[2-(2,6-Dioxopiperidin-3-yl)-1,3-dioxo-2,3-dihydro-1H-isoindol-4-ylamino]-ethoxy}-ethyl methanesulfonate